2-(2,6-dioxopiperidin-3-yl)-4-((2-(2-(piperidin-4-yl)ethoxy)ethyl)amino)isoindoline-1,3-dione O=C1NC(CCC1N1C(C2=CC=CC(=C2C1=O)NCCOCCC1CCNCC1)=O)=O